CNC(C1=NC(=C(C=C1)OC1CN(C1)CC1=CC=C2C(N(C(NC2=C1)=O)C)=S)C)=O N,6-dimethyl-5-((1-((3-methyl-2-oxo-4-thioxo-1,2,3,4-tetrahydroquinazolin-7-yl)methyl)azetidin-3-yl)oxy)picolinamide